tert-butyl ((3R)-1-(2-((tert-butoxycarbonyl)amino)-7-isopropyl-8-methyl-7,8-dihydro-6H-pyrimido[5,4-b][1,4]oxazin-4-yl)pyrrolidin-3-yl)(methyl)carbamate C(C)(C)(C)OC(=O)NC=1N=C(C=2OCC(N(C2N1)C)C(C)C)N1C[C@@H](CC1)N(C(OC(C)(C)C)=O)C